CC1=CC(=C(C(N1)=S)C#N)C(F)(F)F 6-methyl-2-thioxo-4-(trifluoromethyl)-1,2-dihydropyridine-3-carbonitrile